NC1=C2C=NC(=NC2=CC(=C1F)C1=C(C2=C(OCCN2)N=C1)C)NC=1C=NN(C1)CC(C)(O)C 1-(4-{[5-amino-6-fluoro-7-(8-methyl-2,3-dihydro-1H-pyrido[2,3-b][1,4]oxazin-7-yl)quinazolin-2-yl]amino}-1H-pyrazol-1-yl)-2-methylpropan-2-ol